6-bromo-1-[(4-chloro-2-fluorophenyl)methyl]-2,3-dihydro-1H-indole BrC1=CC=C2CCN(C2=C1)CC1=C(C=C(C=C1)Cl)F